C1(CC1)C1=CC(=C(C=C1)NC(=O)N1[C@H](CCC1)C(=O)NC1=CC=C(C=C1)C1=CC=C(C=C1)C(=O)O)F 4'-({1-[(4-cyclopropyl-2-fluorophenyl)carbamoyl]-D-prolyl}amino)[1,1'-biphenyl]-4-carboxylic acid